tert-butyl (R)-4-(2-(5-(3-((4-(1H-pyrazol-4-yl)benzyl)(cyclopropyl)carbamoyl) piperidin-1-yl)-2-cyanophenoxy)-2-methylpropanoyl)piperazine-1-carboxylate N1N=CC(=C1)C1=CC=C(CN(C(=O)[C@H]2CN(CCC2)C=2C=CC(=C(OC(C(=O)N3CCN(CC3)C(=O)OC(C)(C)C)(C)C)C2)C#N)C2CC2)C=C1